tetramethyl-6H-pyrrolo[2,3-g]quinazolin CN1C=CC2=C1C(=C1C(=NC(=NC1=C2)C)C)C